C(C)(C)(C)OC(NC12[C@H](CC(CC1)(CC2)N(C)CC2=CC=CC=C2)O)=O (S)-(4-(benzyl-(methyl)amino)-2-hydroxybicyclo[2.2.2]octan-1-yl)carbamic acid tert-butyl ester